N-[2-(dimethylamino)ethyl]-2-oxo-1-[cis-4-[(3-methoxy-4-methylphenyl)carbamoyl]cyclohexyl]-2,3-dihydro-1H-1,3-benzodiazole-4-carboxamide CN(CCNC(=O)C1=CC=CC=2N(C(NC21)=O)[C@@H]2CC[C@@H](CC2)C(NC2=CC(=C(C=C2)C)OC)=O)C